2-amino-4-((1-hydroxyhexan-3-yl)amino)-6-(4-(pyrrolidin-1-ylmethyl)benzyl)pyrimidine NC1=NC(=CC(=N1)NC(CCO)CCC)CC1=CC=C(C=C1)CN1CCCC1